C(#N)C1CCC2(C1NC(=O)[C@H]1N(C[C@@H](C1)O)C([C@H](C(C)(C)C)N1N=NC(=C1)C1CC1)=O)CCOCC2 (2S,4r)-N-(3-cyano-8-oxaspiro[4.5]decan-4-yl)-1-[(2S)-2-(4-cyclopropyltriazol-1-yl)-3,3-dimethyl-butyryl]-4-hydroxy-pyrrolidine-2-carboxamide